C1(=CC=CC=C1)C1=CC(=CN1)S(=O)(=O)NC=1C=NC(=CC1)C(F)(F)F 5-phenyl-N-[6-(trifluoromethyl)-3-pyridyl]-1H-pyrrole-3-sulfonamide